O=C1N(C(N(C12CCCCC2)C2=CC=C(C=C2)C)=S)C2=CC(=C(C#N)C=C2)C(F)(F)F 4-(4-oxo-2-thioxo-1-(4-methylphenyl)-1,3-diazaspiro[4.5]dec-3-yl)-2-trifluoromethyl-benzonitrile